(2S)-1,1,1-trifluoro-4-methoxy-2-(6-(2-methyl-2H-pyrazolo[3,4-b]pyridin-5-yl)thieno[2,3-b]pyridin-2-yl)-2-butanol FC([C@](CCOC)(O)C1=CC=2C(=NC(=CC2)C2=CC=3C(N=C2)=NN(C3)C)S1)(F)F